4-(3-(4-(4-(2-hydroxylpropionyl)piperazin-1-yl)phenyl)-6-oxo-1H-pyrazolo[4,3-c]pyridazin-5(6H)-yl)-3-fluoro-5-methylbenzonitrile OC(C(=O)N1CCN(CC1)C1=CC=C(C=C1)C1=NNC=2C1=NN(C(C2)=O)C2=C(C=C(C#N)C=C2C)F)C